Beta-aminocrotonate N\C(=C/C(=O)[O-])\C